ethyl 4-(trifluoromethyl)hexahydropyridazine-3-carboxylate FC(C1C(NNCC1)C(=O)OCC)(F)F